(R)-(1-(4-fluorophenyl)-6-((3-(trifluoromethyl)phenyl)sulfanyl)-4,4a,5,6,7,8-hexahydro-1H-pyrazolo[3,4-g]isoquinolin-4a-yl)(5-methylthiazol-2-yl)methanone FC1=CC=C(C=C1)N1N=CC2=C1C=C1CCN(C[C@]1(C2)C(=O)C=2SC(=CN2)C)SC2=CC(=CC=C2)C(F)(F)F